(R)-3-(2-(4-(2-methyl-1H-benzo[d]imidazol-7-yl)piperazin-1-yl)ethyl)-8-(methylsulfonyl)-2-oxa-8-azaspiro[4.5]decan-1-one CC1=NC2=C(N1)C(=CC=C2)N2CCN(CC2)CC[C@@H]2OC(C1(C2)CCN(CC1)S(=O)(=O)C)=O